methyl (S,E)-2-(2-chlorophenyl)-2-(2-(2-hexenoyl-oxy)-6,7-dihydrothieno[3,2-c]pyridin-5(4H)-yl)-acetate ClC1=C(C=CC=C1)[C@@H](C(=O)OC)N1CC2=C(CC1)SC(=C2)OC(\C=C\CCC)=O